C(C)C(CO)(CCC(C)C)C 2-ethyl-2,5-dimethylhexanol